2-{4-(3-piperidinopropoxy)-3-[(tetrahydro-2-furyl)methoxy]phenylamino}-4-(3-quinolylamino)pyrimidine N1(CCCCC1)CCCOC1=C(C=C(C=C1)NC1=NC=CC(=N1)NC=1C=NC2=CC=CC=C2C1)OCC1OCCC1